C(=O)(O)C1C=CC(CC1)CCCCCC Carboxy-4-hexylcyclohex-2-en